FC1=CC=C(C=C1)C(CC)N1N=CC(=C1)I 1-(1-(4-fluorophenyl)propyl)-4-iodo-1H-pyrazole